tert-butyl N-methyl-N-[2-(methylamino) ethyl]Carbamate CN(C(OC(C)(C)C)=O)CCNC